4-amino-3-methyl-N-((1R,2R)-2-(trifluoromethyl)cyclopropyl)-N-((5-(trifluoromethyl)-2-pyridinyl)methyl)-1,3-dihydrofuro[3,4-c]quinoline-8-carboxamide NC1=NC=2C=CC(=CC2C2=C1C(OC2)C)C(=O)N(CC2=NC=C(C=C2)C(F)(F)F)[C@H]2[C@@H](C2)C(F)(F)F